N1(CCCC1)C1=NC=CC(=C1)C1=CC=C(C=C1)S(=O)(=O)N1C[C@@H]([C@@H](CC1)NC1=NC=C(C=C1)C(F)(F)F)O (3S,4R)-1-((4-(2-(pyrrolidin-1-yl)pyridin-4-yl)phenyl)sulfonyl)-4-((5-(trifluoromethyl)pyridin-2-yl)amino)piperidin-3-ol